COC(=O)C1(N(C(C=C1C1=CC=CC=C1)C1=CC=CC=C1)C1=CC=C(C=C1)Cl)C1=CC=CC=C1 1-(4-chlorophenyl)-2,3,5-triphenyl-2,5-dihydro-1H-pyrrole-2-carboxylic acid methyl ester